4-(6-(8-fluoro-2-methylimidazo[1,2-a]pyridin-6-yl)-8-methyl-4-oxo-3,4-dihydroquinazolin-2-yl)piperidine-1-carboxylic acid tert-butyl ester C(C)(C)(C)OC(=O)N1CCC(CC1)C1=NC2=C(C=C(C=C2C(N1)=O)C=1C=C(C=2N(C1)C=C(N2)C)F)C